Amino-N-ethylnicotinamide NC1=C(C(=O)NCC)C=CC=N1